C1(=CC=CC=C1)C1N(CN(C1C1=CC=CC=C1)CC1=NC=CC=C1)CC1=NC=CC=C1 4,5-diphenyl-1,3-bis(pyridin-2-ylmethyl)-4,5-dihydro-1H-imidazole